N-(2-(((4-(4-(3-bromo-4-fluorophenyl)-5-oxo-4,5-dihydro-1,2,4-oxadiazol-3-yl)-1,2,5-oxadiazol-3-yl)amino)oxy)ethyl)sulfonamide BrC=1C=C(C=CC1F)N1C(=NOC1=O)C=1C(=NON1)NOCCNS(=O)=O